N-(4-(4-(3-oxa-8-azabicyclo[3.2.1]octan-8-yl)-7H-pyrrolo[2,3-d]pyrimidin-6-yl)phenyl)-[1,4'-bipiperidine]-4-carboxamide C12COCC(CC1)N2C=2C1=C(N=CN2)NC(=C1)C1=CC=C(C=C1)NC(=O)C1CCN(CC1)C1CCNCC1